6-(3-((3-fluoropyridin-4-yl)amino)-7,8-dihydro-1,6-naphthyridin-6(5H)-yl)-4,5-dimethylpyridazine-3-carbonitrile FC=1C=NC=CC1NC=1C=NC=2CCN(CC2C1)C1=C(C(=C(N=N1)C#N)C)C